F[C@H](NC(=O)NC(C)C)[C@]1(CN(CC1)C(C)(C)C=1C=NC(=CC1)C)CCC=1SC(=CC1)F |o1:9| 1-((S)-fluoro((R or S)-3-(2-(5-fluoro-thiophen-2-yl)ethyl)-1-(2-(6-methylpyridin-3-yl)propan-2-yl)pyrrolidin-3-yl)methyl)-3-isopropylurea